(5S)-1'-[7-(2-fluorophenyl)-3-(methoxymethyl)-6-methyl-pyrazolo[1,5-a]pyrazin-4-yl]spiro[5,7-dihydrocyclopenta[b]pyridin-6,4'-piperidin]-5-amine FC1=C(C=CC=C1)C1=C(N=C(C=2N1N=CC2COC)N2CCC1(CC2)[C@@H](C=2C(=NC=CC2)C1)N)C